2-{3-[(1,3-Benzothiazol-2-yl)amino]-1-methyl-5H,6H,7H,8H-pyrido[2,3-c]pyridazin-8-yl}-5-(3-{2-fluoro-4-[3-(methylamino)propyl]phenoxyl}propyl)-1,3-thiazole-4-carboxylic acid S1C(=NC2=C1C=CC=C2)NC2=CC1=C(N(N2)C)N(CCC1)C=1SC(=C(N1)C(=O)O)CCCOC1=C(C=C(C=C1)CCCNC)F